C(C)(C)C1=C(C(=CC=C1)C(C)C)N=C(C)C1=NC2=C(C=CC=C2C=C1)C=1N(CC(N1)C1=CC=C(C=C1)C(C)C)C1=CC=CC=C1 N-(2,6-Diisopropylphenyl)-1-(8-(4-isopropylphenyl-1-phenyl-4,5-dihydro-1H-imidazol-2-yl)quinol-2-yl)ethane-1-imine